2-(4-methoxy-2-nitrophenoxy)-1,1'-biphenyl COC1=CC(=C(OC2=C(C=CC=C2)C2=CC=CC=C2)C=C1)[N+](=O)[O-]